FC(C(C)(C)NC1CCC(CC1)NC(=O)C=1N=C(C=C2C1NN=C2)N2C=NC=C2)F N-((1s,4s)-4-((1,1-difluoro-2-methylpropan-2-yl)amino)cyclohexyl)-5-(1H-imidazol-1-yl)-1H-pyrazolo[3,4-c]pyridine-7-carboxamide